FC(CCS)(C(C(C(F)(F)F)(F)F)(F)F)F 3,3,4,4,5,5,6,6,6-nonafluoro-1-hexanethiol